(3,5-dichloro-4-((4-oxo-3,4-dihydro-phthalazin-1-yl)oxy)phenyl)-2,4-dioxo-1,2,3,4-tetrahydropyrimidine-5-carboxamide ClC=1C=C(C=C(C1OC1=NNC(C2=CC=CC=C12)=O)Cl)N1C(NC(C(=C1)C(=O)N)=O)=O